6-(2-bromopyridin-3-yl)-5-(2-chloroethyl)-1-(4-chlorophenyl)-1,5-dihydro-4H-pyrazolo[3,4-d]pyrimidin-4-one BrC1=NC=CC=C1C=1N(C(C2=C(N1)N(N=C2)C2=CC=C(C=C2)Cl)=O)CCCl